3-[(2R)-2,4-Dihydroxy-3,3-dimethylbutanamido]propanoic acid O[C@@H](C(=O)NCCC(=O)O)C(CO)(C)C